2-[7-cyclopropyl-9-(2-methylpropylsulfamoyl)-1,3-dihydropyrrolo[3,4-g]isoquinolin-2-yl]-N-ethylacetamide C1(CC1)C=1N=CC=2C=C3C(=C(C2C1)S(NCC(C)C)(=O)=O)CN(C3)CC(=O)NCC